CN1C[C@@H](CCC1)NC1=NN=C(C=2N1C=CC2)C2=C(C=C(C=C2)C(F)(F)F)O (R)-2-(4-((1-Methylpiperidin-3-yl)amino)pyrrolo[1,2-d][1,2,4]triazin-1-yl)-5-(trifluoromethyl)phenol